(R)-1-tritylaziridine-2-carboxylic acid, sodium salt [Na+].C(C1=CC=CC=C1)(C1=CC=CC=C1)(C1=CC=CC=C1)[N@]1C(C1)C(=O)[O-]